CSC1=C(C=CC=C1)Cl (2-chlorophenyl) (methyl) thioether